CC(=O)CC(=O)CC(=O)O The molecule is a dioxo monocarboxylic acid comprising hexanoic acid with the two oxo groups placed at the 3- and 5-positions. It is a dioxo monocarboxylic acid and a beta-diketone. It is a conjugate acid of a triacetate(1-).